2,2'-(ethane-1,1-diyl)bis(4,4,5,5-tetramethyl-1,3,2-dioxaborolan) C(C)(B1OC(C(O1)(C)C)(C)C)B1OC(C(O1)(C)C)(C)C